O=C1C(=CC1=O)NC1=CC=C(C=C1)C(F)(F)F 3,4-dioxo-2-((4-(trifluoromethyl)phenyl)amino)cyclobut-1-en